N1(C=NC=C1)C=1C=C2C(=CC(N(C2=CC1)C)=O)NC1CCC(CC1)OCCN1CCCC1 6-(1H-imidazol-1-yl)-1-methyl-4-(((1r,4r)-4-(2-(pyrrolidin-1-yl)ethoxy)cyclohexyl)amino)quinolin-2(1H)-one